Cl.NC/C(/CN1N=CN(C1=O)C=1C=NC(=CC1)Br)=C\F 2-[(2E)-2-(aminomethyl)-3-fluoroprop-2-en-1-yl]-4-(6-bromopyridin-3-yl)-2,4-dihydro-3H-1,2,4-triazol-3-one hydrochloride